OC(CS(=O)(=O)O)COC(C(=C)C)=O 2-hydroxy-3-methacryloxypropylsulfonic acid